FCC1(CC1)C1=C(C=CC=2N(C(N(C21)C2=NC(=NS2)C)=O)CCOC)S(=O)(=O)N [1-(fluoromethyl)cyclopropyl]-1-(2-methoxyethyl)-3-(3-methyl-1,2,4-thiadiazol-5-yl)-2-oxo-benzimidazole-5-sulfonamide